ClC1=C(C=NC=C1)C=1C=NN(C1)C 4-chloro-3-(1-methyl-1H-pyrazol-4-yl)pyridine